8-hydroxy-9-isobutyl-2,2-dimethyl-7-(3-methyl-butanoyl)-4,9-dihydro-1H-xanthene-1,3(2H)-dione OC=1C(=CC=C2OC=3CC(C(C(C3C(C12)CC(C)C)=O)(C)C)=O)C(CC(C)C)=O